O[C@@H]1[C@H](NCCC1)/C=C/CN1C=C(C2=CC=CC=C12)C(=O)O 1-((E)-3-((2R,3S)-3-hydroxypiperidin-2-yl)allyl)-1H-indole-3-carboxylic acid